C(C)(=O)C1=CC(=C2C=C(C=CN12)OC)C(=O)NC1=C(C(=CC=C1)C=1C=NN(C1)C1CC1)F 3-acetyl-N-(3-(1-cyclopropyl-1H-pyrazol-4-yl)-2-fluorophenyl)-7-methoxyindolizine-1-carboxamide